(3,4-bis(4-methoxyphenyl)-2,5-dioxo-2,5-dihydro-1H-pyrrol-1-yl)-2,3-dihydro-phthalazine-1,4-dione COC1=CC=C(C=C1)C=1C(N(C(C1C1=CC=C(C=C1)OC)=O)N1C(C2=CC=CC=C2C(N1)=O)=O)=O